fluorosulfur(VI) F[S+5]